ClC=1C=C2C3=C(NC2=CC1)[C@@H](NCC3)CC3OCCCC3 (1S)-6-chloro-1-(tetrahydropyran-2-ylmethyl)-2,3,4,9-tetrahydro-1H-pyrido[3,4-b]indole